6-ANILINO-2,2,4-TRIMETHYL-1,2-DIHYDROQUINOLINE N(C1=CC=CC=C1)C=1C=C2C(=CC(NC2=CC1)(C)C)C